3-Ethyl-8-(4-fluoro-6-methoxybenzo[d]thiazol-2-yl)-6-methyl-quinazolin-4(3H)-one C(C)N1C=NC2=C(C=C(C=C2C1=O)C)C=1SC2=C(N1)C(=CC(=C2)OC)F